(1R,8'R)-4,4'-dichloro-8'-fluoro-2'-(methylsulfanyl)-2,3,5',8'-tetrahydro-6'H-spiro[indene-1,7'-quinazoline] ClC1=C2CC[C@@]3(CCC=4C(=NC(=NC4[C@@H]3F)SC)Cl)C2=CC=C1